3,3-dimethyl-2-pentanone CC(C(C)=O)(CC)C